C(C)N(CCCCCCN)CC N,N-diethyl-1,6-hexanediamine